1'-(7-bromo-6-methyl-pyrazolo[1,5-a]pyrazin-4-yl)-3-methoxy-spiro[5,7-dihydro-cyclopenta[b]pyridin-6,4'-piperidin]-5-amine BrC1=C(N=C(C=2N1N=CC2)N2CCC1(CC2)C(C=2C(=NC=C(C2)OC)C1)N)C